ethyl undecanoat C(CCCCCCCCCC)(=O)OCC